3-(5-(2-(4-((1s,3s)-adamantan-1-yl)piperazin-1-yl)ethoxy)-2-methyl-4-oxoquinazoline-3(4H)-yl)piperidine-2,6-dione C12(CC3CC(CC(C1)C3)C2)N2CCN(CC2)CCOC2=C3C(N(C(=NC3=CC=C2)C)C2C(NC(CC2)=O)=O)=O